C(CCCCCC)C1CC\C=C/CC(C[C@H](NC([C@@H](NC1=O)CC(C)C)=O)C(=O)OCC)C(NC)=O Ethyl (2S,5S,Z)-13-heptyl-2-isobutyl-7-(methylcarbamoyl)-3,14-dioxo-1,4-diazacyclotetradec-9-ene-5-carboxylate